3-(2-fluoro-6-methyl-phenyl)-1-(1-methyl-4-piperidyl)-4H-pyrimido[4,5-d]pyrimidin-2-one FC1=C(C(=CC=C1)C)N1C(N(C2=NC=NC=C2C1)C1CCN(CC1)C)=O